FC1=CC=C2C(=NC(=NC2=C1)C)N[C@H](C(=O)O)CCN(CCCCC1=NC=2NCCCC2C=C1)CCOC=1C(=NC=CC1)C (S)-2-((7-fluoro-2-methylquinazolin-4-yl)amino)-4-((2-((2-methylpyridin-3-yl)oxy)ethyl)(4-(5,6,7,8-tetrahydro-1,8-naphthyridin-2-yl)butyl)amino)butanoic acid